4'-biphenyldiformyl chloride C=1(C(=CC=CC1)C(=O)Cl)C1=CC=C(C=C1)C(=O)Cl